(cis)-3-[(2-bromo-6-nitrophenyl)amino]-1-methylcyclobutan-1-ol BrC1=C(C(=CC=C1)[N+](=O)[O-])NC1CC(C1)(O)C